((2S,6R)-2,6-dimethylmorpholino)(5-(2,4,5-trifluoro-3-methoxyphenyl)-1H-pyrrol-2-yl)methanone C[C@@H]1O[C@@H](CN(C1)C(=O)C=1NC(=CC1)C1=C(C(=C(C(=C1)F)F)OC)F)C